(R)-N-((S)-2-(dimethylamino)-3-(4-hydroxy-2,6-dimethylphenyl)propyl)-3-(pyridin-3-yl)-3-(1-(trifluoromethyl)cyclopropyl)propanamide CN([C@H](CNC(C[C@@H](C1(CC1)C(F)(F)F)C=1C=NC=CC1)=O)CC1=C(C=C(C=C1C)O)C)C